F[C@@H]1[C@H](C[C@@H](CC1)O)N1C(C(=CC2=C1N=C(N=C2)NC2CCN(CC2)S(=O)(=O)C([2H])([2H])[2H])C([2H])(F)F)=O (-)-8-((1S,2S,5R)-2-fluoro-5-hydroxycyclohexyl)-6-(difluoromethyl-d)-2-((1-((methyl-d3)sulfonyl)piperidin-4-yl)amino)pyrido[2,3-d]pyrimidin-7(8H)-one